The molecule is a long-chain fatty aldehyde resulting from the formal oxidation of the hydroxy group of octacosan-1-ol. It has a role as a plant metabolite. It is a long-chain fatty aldehyde and a 2,3-saturated fatty aldehyde. It derives from a hydride of an octacosane. CCCCCCCCCCCCCCCCCCCCCCCCCCCC=O